O=C1NC(CCC1N1C(C2=CC=C(C=C2C1=O)N1CCC(CC1)N1CCN(CC1)C1=CC=C(C(=O)N2CCC3(CCN(C3)C=3C=C(C(=NC3)C#N)C(F)(F)F)CC2)C=C1)=O)=O 5-(8-(4-(4-(1-(2-(2,6-dioxopiperidin-3-yl)-1,3-dioxoisoindolin-5-yl)piperidin-4-yl)piperazin-1-yl)benzoyl)-2,8-diazaspiro[4.5]decan-2-yl)-3-(trifluoromethyl)picolinonitrile